1-((3R,5R)-3-(3-(4-amino-1,3,5-triazin-2-yl)-5-chlorophenyl)-5-methylmorpholino)prop-2-en-1-one NC1=NC(=NC=N1)C=1C=C(C=C(C1)Cl)[C@@H]1COC[C@H](N1C(C=C)=O)C